2-[1-(2-chlorophenyl)-1-(2-cyanophenyl)propan-2-yl]-5-methoxy-1-methyl-N-(1,2-oxazol-4-yl)-6-oxopyrimidine-4-carboxamide ClC1=C(C=CC=C1)C(C(C)C=1N(C(C(=C(N1)C(=O)NC=1C=NOC1)OC)=O)C)C1=C(C=CC=C1)C#N